bis(trifluoromethyl)-[1,1':4',1''-terphenyl]-4-carbonitrile FC(F)(F)C=1C(=C(C=CC1C#N)C1=CC=C(C=C1)C1=CC=CC=C1)C(F)(F)F